C[C@@H]1N[C@@H](C[C@]2(C1)OCCC1=C2SC(=C1)C(F)(F)F)C=1N=NN(C1)C (2'S,6'S,7S)-2'-methyl-6'-(1-methyltriazol-4-yl)-2-(trifluoromethyl)spiro[4,5-dihydrothieno[2,3-c]pyran-7,4'-piperidine]